CN1N=CC(=C1)C=1C=C(CN2CCC3(CC2)C(OC2=C4CN(C(C4=CC=C23)=O)[C@@H]2C(NC(CC2)=O)=O)([2H])[2H])C=CC1 (S)-3-(1'-(3-(1-methyl-1H-pyrazol-4-yl)benzyl)-6-oxo-6,8-dihydro-2H,7H-spiro[furo[2,3-e]isoindole-3,4'-piperidin]-7-yl-2,2-d2)piperidine-2,6-dione